7-dimethylamino-4-methylquinoline CN(C1=CC=C2C(=CC=NC2=C1)C)C